11-[(2R)-Butan-2-yl]-11-azatricyclo[6.2.1.02,7]undeca-2,4,6-triene hydrochloride Cl.C[C@H](CC)N1C2C3=CC=CC=C3C1CC2